C1(CCC1)[C@@H](C1=NN=CN1C)C1=CC(=CC=C1)B1OC(C(O1)(C)C)(C)C 3-{(R)-cyclobutyl[3-(4,4,5,5-tetramethyl-1,3,2-dioxaborolan-2-yl)phenyl]methyl}-4-methyl-4H-1,2,4-triazole